FC=1C=C2CCN(C2=CC1)C1CN(C1)CC=1C=C2CN(C(C2=CC1)=O)C1C(NC(CC1)=O)=O 3-(5-((3-(5-fluoroindolin-1-yl)azetidin-1-yl)methyl)-1-oxoisoindolin-2-yl)piperidine-2,6-dione